FC1=C(C#N)C=C(C=C1)SC=1C(=C2C=CNC2=C(C1F)F)F 2-Fluoro-5-[(4,6,7-trifluoro-1H-indol-5-yl)sulfanyl]benzonitrile